sulphosulfonic acid S(=O)(=O)(O)S(=O)(=O)O